3-(3-chloroanilino)-2,2-dimethyl-3-oxo-propionic acid ClC=1C=C(NC(C(C(=O)O)(C)C)=O)C=CC1